BrC1=C2C(=C(N=C1NC(C)=O)C1=CC=C(C=C1)C(C)C)OCC2 N-(4-bromo-7-(4-isopropylphenyl)-2,3-dihydrofuro[2,3-c]pyridin-5-yl)acetamide